FC1=C2C=CNC2=CC(=C1OC1=CC(=C(C=C1)F)I)F 4,6-Difluoro-5-(4-fluoro-3-iodophenoxy)-1H-indole